(R,S)-tert-butyl (3-methoxy-1-oxo-1-(4-(3-(trifluoromethyl)phenyl)piperazin-1-yl)propan-2-yl)carbamate COC[C@H](C(N1CCN(CC1)C1=CC(=CC=C1)C(F)(F)F)=O)NC(OC(C)(C)C)=O